(4-cyclohexyl)piperazinamide C1CCC(CC1)C1N(CCNC1)C(=O)N